ClC1=CC=C(OC=2C=CC(=C(C2)NC(=O)C2N(C(CC2)=O)C)OC)C=C1 N-(5-(4-Chlorophenoxy)-2-methoxyphenyl)-1-methyl-5-oxopyrrolidine-2-carboxamide